N1=C(C=NC2=CC=CC=C12)C1=CC=C(C=C1)NNC(=O)N=N (4-(quinoxalin-2-yl)phenyl)carbazone